2-(2-fluoro-4-(2-oxo-1,2,3,4-tetrahydroquinolin-7-yl)phenyl)-3H-imidazo[4,5-b]pyridine-7-carboxylic acid FC1=C(C=CC(=C1)C1=CC=C2CCC(NC2=C1)=O)C1=NC=2C(=NC=CC2C(=O)O)N1